C1(CC1)N1N=C2C(N(C(N([C@@H]2C)C2CCN(CC2)C=2C(=NC=CC2C)OC)=O)CC2=C(C=CC=C2)C2CC2)=C1 (R)-2-cyclopropyl-4-(2-cyclopropyl-benzyl)-6-(2'-methoxy-4'-methyl-3,4,5,6-tetrahydro-2H-[1,3']bipyridinyl-4-yl)-7-methyl-2,4,6,7-tetrahydro-pyrazolo[4,3-d]pyrimidin-5-one